CC1=C(C(=O)O)C=CC(=N1)C1=CC=C(C=C1)CCCCC 2-methyl-6-(4-pentylphenyl)nicotinic acid